O=C1NC(CCC1N1C(C2=CC=C(C=C2C1=O)Br)=O)=O 2-(2,6-dioxopiperidin-3-yl)-5-bromo-2,3-dihydro-1H-isoindole-1,3-dione